C(C1=CC=CC=C1)OC(=O)NCC1CCN(CC1)CCNC(OC(C)(C)C)=O tert-Butyl N-[2-[4-(benzyloxycarbonylaminomethyl)-1-piperidyl]ethyl]carbamate